C(CCCCCCCC=CCCCCCC)(=O)OC(CCCC(=O)O)CCCCCCCCCCCCC 5-(hexadeca-9-enoyloxy)octadecanoic acid